2-(2-(cyclopropanesulfonamido)thiazol-4-yl)-N-(5-fluoro-[3,3'-bipyridin]-6-yl)-2-methylpropanamide C1(CC1)S(=O)(=O)NC=1SC=C(N1)C(C(=O)NC1=C(C=C(C=N1)C=1C=NC=CC1)F)(C)C